CC(C(=O)OCC=1C=NC(=C(C1COC(C(CC#C)C)=O)OC(CCC\C=C/C[C@@H]1[C@H]([C@@H](C[C@@H]1O)O)CC[C@H](CCC1=CC=CC=C1)O)=O)C)CC#C (5-(((Z)-7-((1R,2R,3R,5S)-3,5-Dihydroxy-2-((R)-3-hydroxy-5-phenylpentyl)cyclopentyl)hept-5-enoyl)oxy)-6-methylpyridine-3,4-diyl)bis(methylene) bis(2-methylpent-4-ynoate)